(4aS,7aS,12bS)-3-(cyclopropylmethyl)-4a-hydroxy-7-methylene-2,3,4,4a,5,6,7,7a-octahydro-1H-4,12-methanobenzofuro[3,2-e]isoquinolin-9-yl decyl carbonate C(OC1=CC=C2C3=C1O[C@@H]1[C@]34CCN(C([C@@]4(CCC1=C)O)C2)CC2CC2)(OCCCCCCCCCC)=O